phenyl-1,4-dihydropyridine C1C=CN(C=C1)C2=CC=CC=C2